FC1=C(C(=CC(=C1)F)F)CCCCCC(=O)O 6-(2,4,6-trifluorophenyl)hexanoic acid